tert-butyl [2-({4-[3-(3-chloro-2-methoxyanilino)-4-oxo-4,5,6,7-tetrahydro-1H-pyrrolo[3,2-c]pyridin-2-yl]pyridin-3-yl}oxy)ethyl]methylcarbamate ClC=1C(=C(NC2=C(NC3=C2C(NCC3)=O)C3=C(C=NC=C3)OCCN(C(OC(C)(C)C)=O)C)C=CC1)OC